8-(4-iodophenyl)octahydropyrazino[2,1-c][1,4]oxazine IC1=CC=C(C=C1)N1CC2COCCN2CC1